methyltriethoxysilan C[Si](OCC)(OCC)OCC